C(C)(C)C1=CNC=2C1=NC(=CC2)CC2=C(C=C(C=C2C)NC(C(=O)O)=O)C 2-((4-((3-isopropyl-1H-pyrrolo[3,2-b]pyridin-5-yl)methyl)-3,5-dimethyl-phenyl)amino)-2-oxoacetic acid